magnesium lysinate salt N[C@@H](CCCCN)C(=O)[O-].[Mg+2].N[C@@H](CCCCN)C(=O)[O-]